CN1CCN(CC1)C1=CC(=C(C(=O)O)C=C1)N(C(C(F)(F)F)=O)C1CCOCC1 4-(4-methylpiperazin-1-yl)-2-(2,2,2-trifluoro-N-(tetrahydro-2H-pyran-4-yl)acetamido)benzoic acid